O[C@H](CNC(C1=CC=C(C=C1)C(=O)N1C2COCC1CCC2)=O)[C@H]2N(CC1=CC(=CC=C1C2)OCC2=C(N=CO2)C)C(=O)OC(C)(C)C tert-butyl (3S)-3-[(1R)-1-hydroxy-2-[[4-(3-oxa-9-azabicyclo[3.3.1]nonane-9-carbonyl)benzoyl]amino]ethyl]-7-[(4-methyloxazol-5-yl)methoxy]-3,4-dihydro-1H-isoquinoline-2-carboxylate